BrC=1C=C(C=CC1)N1C(C=CC(=C1)C(F)(F)F)=O 1-(3-bromophenyl)-5-(trifluoromethyl)pyridin-2(1H)-one